4,7-dimethyl-9-(1-((6-methyl-2-(1-methyl-1H-pyrazol-4-yl)pyridin-3-yl)amino)ethyl)-3-(1-(methylsulfonyl)piperidin-4-yl)-3,4-dihydro-5H-pyrazolo[3,4-c]isoquinolin-5-one CN1C(C=2C=C(C=C(C2C2=C1N(N=C2)C2CCN(CC2)S(=O)(=O)C)C(C)NC=2C(=NC(=CC2)C)C=2C=NN(C2)C)C)=O